tert-butyl 4-(4-(methoxycarbonyl)benzylidene)piperidine-1-carboxylate COC(=O)C1=CC=C(C=C2CCN(CC2)C(=O)OC(C)(C)C)C=C1